3-aminopropyl-2-(4-(4-(4-(benzhydryl) piperidin-1-yl)-butyryl) phenyl)-2-methylpropionate NCCCOC(C(C)(C)C1=CC=C(C=C1)C(CCCN1CCC(CC1)C(C1=CC=CC=C1)C1=CC=CC=C1)=O)=O